ClC1=C(C=C(C=C1)F)C1NC(C2=CC(=CC(=C12)NC(=O)C1=CC(=CC(=C1)F)C(F)(F)F)C(=O)NC1CCC1)=O 1-(2-chloro-5-fluorophenyl)-N-cyclobutyl-7-({[5-fluoro-3-(trifluoromethyl)phenyl]carbonyl}amino)-3-oxo-2,3-dihydro-1H-isoindole-5-carboxamide